ClC1=CC=2N(C(N(C=3N=CC(=CC3C2C=C1)C1CC1)CC)=O)C1=C(C=C(C=C1F)NCCNC)F 13-chloro-4-cyclopropyl-10-(2,6-difluoro-4-{[2-(methylamino)ethyl]amino}phenyl)-8-ethyl-6,8,10-triazatricyclo[9.4.0.02,7]pentadeca-1(11),2(7),3,5,12,14-hexaen-9-one